N-(6-trifluoromethyl-2,2-dimethyl-4-oxo-1,2,3,4-tetrahydro-9H-carbazol-9-yl)acetamide-13C FC(C=1C=C2C=3C(CC(CC3N(C2=CC1)N[13C](C)=O)(C)C)=O)(F)F